4-(2,6-difluorobenzyl)-2-(4-((2-methylthiazol-5-yl)oxy)phenyl)-2,4-dihydro-3H-1,2,4-triazol-3-one FC1=C(CN2C(N(N=C2)C2=CC=C(C=C2)OC2=CN=C(S2)C)=O)C(=CC=C1)F